C(#N)C(CC#CC)(C#N)C1=CC2CCC(C1)N2C(=O)OC(C)(C)C Tert-Butyl 3-(1,1-Dicyanopent-3-Yn-1-Yl)-8-Azabicyclo[3.2.1]Oct-2-Ene-8-Carboxylate